OC1CCC(CC1)NC1=NC=C(C(=N1)NC1(CC1)C)C#N 2-((1s,4s)-4-hydroxycyclohexylamino)-4-(1-methylcyclopropylamino)pyrimidine-5-carbonitrile